(1-((2,6-dimethylpyridin-4-yl)ethynyl)cyclopropyl)methanol (S)-quinuclidin-3-yl-(5-(4-butoxy-3,5-dimethylphenyl)-6-methoxy-2,2-dimethyl-2,3-dihydro-1H-inden-1-yl)carbamat N12CC(C(CC1)CC2)N(C(=O)OCC2(CC2)C#CC2=CC(=NC(=C2)C)C)[C@H]2C(CC1=CC(=C(C=C21)OC)C2=CC(=C(C(=C2)C)OCCCC)C)(C)C